NN1C(=NC(=C1C(=O)OCC)C1=CC=C(C=C1)C(NC1=NC=C(C=C1)C)=O)C1N(CCC1)C(=O)OC(C)(C)C ethyl 1-amino-2-(1-(tert-butoxycarbonyl) pyrrolidin-2-yl)-4-(4-((5-methylpyridin-2-yl) carbamoyl) phenyl)-1H-imidazole-5-carboxylate